tert-butyl ((1r,4r)-4-((6-(6-(2-chlorophenylsulfonamido)-2-(trifluoromethoxy)pyridin-3-yl)-8-ethylquinazolin-2-yl)amino)cyclohexyl)carbamate ClC1=C(C=CC=C1)S(=O)(=O)NC1=CC=C(C(=N1)OC(F)(F)F)C=1C=C2C=NC(=NC2=C(C1)CC)NC1CCC(CC1)NC(OC(C)(C)C)=O